ClC1=CC=C(C(=N1)C1=C(C(=C(C=O)C=C1)O)F)NC(C)C=1C=C(C=C2C(C(=C(OC12)C1CC1)C)=O)C 4-[6-chloro-3-[1-(2-cyclopropyl-3,6-dimethyl-4-oxo-chromen-8-yl)ethylamino]-2-pyridyl]-3-fluoro-2-hydroxy-benzaldehyde